1-hydroxy-6,6,9-trimethyl-3-pentyl-benzo[c]chromene-2-carboxylic acid OC1=C2C3=C(C(OC2=CC(=C1C(=O)O)CCCCC)(C)C)C=CC(=C3)C